3-bromo-6-chloro-5-fluoro-2-methoxybenzaldehyde BrC=1C(=C(C=O)C(=C(C1)F)Cl)OC